1-(3-(7-(3-methoxy-4-(pyridin-2-yloxy)phenyl)pyrrolo[1,2-c]pyrimidin-5-yl)pyrrolidin-1-yl)prop-2-en-1-one COC=1C=C(C=CC1OC1=NC=CC=C1)C1=CC(=C2N1C=NC=C2)C2CN(CC2)C(C=C)=O